C(C)N(C1=CC=C(C=C1)N1C(C=CC1=O)=O)CC N-(4-diethylaminophenyl)maleimide